FC(C1CCC(CO1)N)(F)F 6-(trifluoromethyl)tetrahydro-2H-pyran-3-amine